methyl (S)-1-benzyl-5-oxopyrrolidine-2-carboxylate C(C1=CC=CC=C1)N1[C@@H](CCC1=O)C(=O)OC